C(C)(C)(C)C1=CC(=NO1)NC(N)=O 3-(5-(tert-butyl)isoxazole-3-yl)urea